COC1=NC=NC(=C1N1C(=NN=C1C1=NC(=CC=C1)OC)NS(=O)(=O)[C@H]([C@@H](C1=NC=C(C=N1)C)OC)C)OC (1R,2S)-N-(4-(4,6-dimethoxy-5-pyrimidinyl)-5-(6-methoxy-2-pyridinyl)-4H-1,2,4-triazol-3-yl)-1-methoxy-1-(5-methyl-2-pyrimidinyl)-2-propanesulfonamide